C(C)[C@]1(C(OCC=2C(N3CC=4N(C5=CC=C(C=C5C(C4C3=CC21)=O)F)C2CC(C2)(F)F)=O)=O)O (S)-4-ethyl-8-fluoro-4-hydroxy-11-(3,3-difluorocyclobutyl)-1,12-dihydro-14H-pyrano[3',4':6,7]indolizino[2,1-b]quinoline-3,6,14(4H,11H)-trione